C1CC1/C(=N\O)/N N'-hydroxycyclopropanecarboximidamide